ONC(=O)C1=CC2=C(OCC(N2CC2=NC=CC=C2)=O)C=C1 N-hydroxy-3-oxo-4-(pyridin-2-ylmethyl)-3,4-dihydro-2H-benzo[b][1,4]oxazine-6-carboxamide